(S)-7-(2'-methyl-[1,1'-biphenyl]-4-carbonyl)-1,4-dioxo-7-azaspiro[4.4]nonane-8-carboxylic acid methyl ester COC(=O)[C@H]1N(CC2(C(CCC2=O)=O)C1)C(=O)C1=CC=C(C=C1)C1=C(C=CC=C1)C